NC1=C(C=NN1C(C)(C)C)C(=O)NCC#CC1=NN2C(C=CC=C2NC2CC3(C2)CCN(CC3)C)=C1CC(F)(F)F 5-amino-1-(tert-butyl)-N-(3-(7-((7-methyl-7-azaspiro[3.5]nonane-2-yl)amino)-3-(2,2,2-trifluoroethyl)pyrazolo[1,5-a]pyridin-2-yl)prop-2-yn-1-yl)-1H-pyrazole-4-carboxamide